(4-(6-fluoro-1H-indol-3-yl)furan-2-yl)-3-oxopropanoic acid methyl ester COC(C(C=O)C=1OC=C(C1)C1=CNC2=CC(=CC=C12)F)=O